C(CC(O)(C(=O)O)CC(=O)[O-])(=O)[O-].[Li+].[Li+] di-lithium citrate